[OH-].[Ce+3].ClC1=CC=C(C=C1)\C(=C(/CC)\C1=CC=CC=C1)\C1=CC=C(OCCN2CCC(CC2)CCN2CCN(CC2)C=2C=C3C(N(C(C3=CC2)=O)C2C(NC(CC2)=O)=O)=O)C=C1.[OH-].[OH-] (E)-5-(4-(2-(1-(2-(4-(1-(4-chlorophenyl)-2-phenylbut-1-en-1-yl)phenoxy)ethyl)piperidin-4-yl)ethyl)piperazin-1-yl)-2-(2,6-dioxopiperidin-3-yl)isoindoline-1,3-dione cerium hydroxide salt